O-(2-((6-amino-9H-purin-9-yl)methyl)-3,4-difluorophenyl)-L-homoserine NC1=C2N=CN(C2=NC=N1)CC1=C(C=CC(=C1F)F)OCC[C@H](N)C(=O)O